C(C)(C)(C)OC1=NC(=NC2=C(C=C(C=C12)F)F)OC[C@]1(C(C1)(F)F)CO[Si](C)(C)C(C)(C)C (S)-4-(tert-butoxy)-2-((1-(((tert-butyldimethylsilyl)oxy)methyl)-2,2-difluorocyclopropyl)methoxy)-6,8-difluoroquinazoline